ClC1=C(C(=CC=C1)F)CC1=NOC(N1CC=1OC(=NN1)C)=O 3-[(2-chloro-6-fluorophenyl)methyl]-4-[(5-methyl-1,3,4-oxadiazol-2-yl)methyl]-4,5-dihydro-1,2,4-oxadiazol-5-one